ClS(=O)(=O)CC1CC2C(C2C1)NC(OCC1=CC=CC=C1)=O Benzyl (3-((chlorosulfonyl)methyl)bicyclo[3.1.0]hexan-6-yl)carbamate